5-Bromo-3-chloro-N-(3-chloro-5-((3-(dimethylamino)propyl)thio)phenyl)-2-hydroxybenzenesulfonamide BrC=1C=C(C(=C(C1)S(=O)(=O)NC1=CC(=CC(=C1)SCCCN(C)C)Cl)O)Cl